4-hydroxybenzoic acid N-(4-hydroxy-3-methoxybenzyl)amide OC1=C(C=C(CNC(C2=CC=C(C=C2)O)=O)C=C1)OC